tert-butyl (S)-2,3-dihydro-1H-pyrrolizine-1-carboxylate [C@@H]1(CCN2C=CC=C12)C(=O)OC(C)(C)C